COC(=O)C=1OC(=CC1)SCC1=CC=C(C=C1)OC 5-[(4-methoxyphenyl)methylsulfanyl]Furan-2-carboxylic acid methyl ester